O=C1C(BCC1)=O Dioxoborolan